C(C)C1CC2CN3C1C(C=1NC4=CC=C(C=C4C1CC3=N)OC)C2 7-ethyl-2-methoxy-5,6,6a,7,8,9,10,13-octahydro-12H-6,9-methanopyrido[1',2':1,2]azepino[4,5-b]indol-12-imine